isopropyl (R)-2-(((benzyloxy)carbonyl)amino)-2-(2-formylquinolin-6-yl)-4,4-dimethylpentanoate C(C1=CC=CC=C1)OC(=O)N[C@](C(=O)OC(C)C)(CC(C)(C)C)C=1C=C2C=CC(=NC2=CC1)C=O